methyl 5-(3-azidocyclohexyl)-2-methoxybenzoate N(=[N+]=[N-])C1CC(CCC1)C=1C=CC(=C(C(=O)OC)C1)OC